4-(benzyloxy)-3-fluoro-6-hydroxy-2,5-dimethylbenzoic acid C(C1=CC=CC=C1)OC1=C(C(=C(C(=O)O)C(=C1C)O)C)F